FC1=C(C=C(C=C1)F)[C@@H](CCC1OCCCO1)N[S@](=O)C(C)(C)C (R)-N-((R)-1-(2,5-difluorophenyl)-3-(1,3-dioxan-2-yl)propyl)-2-methylpropan-2-sulfinamide